C(C)N(CC)CC=1C=CC(=NC1)/C=C/C1=NNC2=CC(=CC=C12)SC1=C(C(=O)NC)C=CC(=C1)F 2-({3-[(E)-2-{5-[(diethylamino)methyl]pyridin-2-yl}vinyl]-1H-indazole-6-yl}Thio)-4-fluoro-N-methylbenzamide